FC(C=1C=C(C=C(C1)C(F)(F)F)C1=NN(C=N1)/C=C(/C(=O)N)\C=1C=NC(=CC1)OC)(F)F (E)-3-(3-(3,5-bis-(trifluoromethyl)-phenyl)-1H-1,2,4-triazol-1-yl)-2-(6-methoxypyridin-3-yl)acrylamide